FC=1C=CC=2N(C3=CC=C(C=C3C2C1)F)C[C@]1(OC1)C (R)-3,6-difluoro-9-((2-methyloxiran-2-yl)methyl)-9H-carbazole